NN=CS(=O)O aminoiminomethansulfinic acid